C(C)N(C(=O)C1=C(OC=2C(=NC=NC2)N2CC3(C2)CCN(CC3)C(=O)[C@H]3N(C[C@@H](C3)F)C(=O)OC(C)(C)C)C=CC(=C1)F)C(C)C tert-butyl (2S,4R)-2-[2-(5-{2-[ethyl (propan-2-yl) carbamoyl]-4-fluorophenoxy} pyrimidin-4-yl)-2,7-diazaspiro[3.5]nonane-7-carbonyl]-4-fluoropyrrolidine-1-carboxylate